N'-[(2S,3R)-4,4-difluoro-2-({2-fluoro-3-[4-(hydroxymethyl)-1,3-oxazol-2-yl]-phenyl}methyl)-1-(1-hydroxycyclobutane-1-carbonyl)pyrrolidin-3-yl]-N,N-dimethyl-sulfuric diamide FC1([C@@H]([C@@H](N(C1)C(=O)C1(CCC1)O)CC1=C(C(=CC=C1)C=1OC=C(N1)CO)F)NS(N(C)C)(=O)=O)F